C[C@H]1N([C@@H](COC1)C)C(=O)C1=C(C=CC(=C1)F)C=1C=2N(C=C(C1)C1CN(C1)C(=O)OC(C)(C)C)C(=NC2F)C tert-Butyl 3-(8-{2-[(3R,5R)-3,5-dimethylmorpholine-4-carbonyl]-4-fluorophenyl}-1-fluoro-3-methylimidazo[1,5-a]pyridin-6-yl)azetidine-1-carboxylate